(3S,4E)-6-(2,3-dihydro-1H-indol-1-yl)-6-oxohex-4-ene N1(CCC2=CC=CC=C12)C(/C=C/CCC)=O